2-(2-chloro-6-(2-fluoropyridin-4-yl)phenyl)acetic acid methyl ester COC(CC1=C(C=CC=C1C1=CC(=NC=C1)F)Cl)=O